1-(4-(1H-1,2,4-triazol-5-yl)phenyl)-1H-benzo[d]imidazol N1N=CN=C1C1=CC=C(C=C1)N1C=NC2=C1C=CC=C2